C(#N)C(C)(C)C1=CC(=C(C(=O)O)C=C1)SCC 4-(1-cyano-1-methyl-ethyl)-2-ethylsulfanyl-benzoic acid